1-{3-[2-(benzyloxy)ethoxy]propyl}-5-bromo-4-methyl-1H-benzotriazole C(C1=CC=CC=C1)OCCOCCCN1N=NC2=C1C=CC(=C2C)Br